NCCNCCNCCNCCNCCN Penta-ethylenehexamine